N-((S)-2-cyano-1-(4-(ethylsulfonyl)phenyl)ethyl)-5-((2S,4S)-2-((difluoromethoxy)methyl)-4-(4-(trifluoromethyl)phenoxy)pyrrolidin-1-yl)picolinamide C(#N)C[C@@H](C1=CC=C(C=C1)S(=O)(=O)CC)NC(C1=NC=C(C=C1)N1[C@@H](C[C@@H](C1)OC1=CC=C(C=C1)C(F)(F)F)COC(F)F)=O